2-[(1-ethoxyEthoxy)methyl]oxirane (S)-ethyl-3-(tert-butoxycarbonylamino)-3-(2',6'-dichloro-4-fluoro-4',5-dimethylbiphenyl-3-yl)propanoate C(C)OC(C[C@@H](C=1C=C(C=C(C1F)C)C1=C(C=C(C=C1Cl)C)Cl)NC(=O)OC(C)(C)C)=O.C(C)OC(C)OCC1OC1